C(C)(=O)NS(=O)(=O)N(CC[C@@H](NC(=O)C=1N(C2=CC=C(C(=C2C1)Cl)Cl)C)C1=CC=C(C(=O)O)C=C1)C |r| (±)-4-[3-[Acetylsulfamoyl(methyl)amino]-1-[(4,5-dichloro-1-methyl-indole-2-carbonyl)-amino]propyl]benzoic Acid